Cl.Cl.NC1=CC=CC(=N1)C(=O)C1CCN(CC1)C (6-aminopyridin-2-yl)(1-methylpiperidin-4-yl)methanone dihydrochloride